10,10-dipropyloxy-3-pivaloyloxydecane C(CC)OC(CCCCCCC(CC)OC(C(C)(C)C)=O)OCCC